1-(2-{[(9H-fluoren-9-ylmethoxy)carbonyl]amino}acetyl)piperidine-2-carboxylic acid C1=CC=CC=2C3=CC=CC=C3C(C12)COC(=O)NCC(=O)N1C(CCCC1)C(=O)O